ethyl 4-(5-((benzyloxy)carbonyl)thiophen-2-yl)-2-((S)-1-(tert-butoxycarbonyl)pyrrolidin-2-yl)-6-(4-fluorophenethyl)-5-(5-methyl-1,3,4-oxadiazol-2-yl)-1,4-dihydropyridine-3-carboxylate C(C1=CC=CC=C1)OC(=O)C1=CC=C(S1)C1C(=C(NC(=C1C=1OC(=NN1)C)CCC1=CC=C(C=C1)F)[C@H]1N(CCC1)C(=O)OC(C)(C)C)C(=O)OCC